FC(OC1=CC=C(C=C1)S(=O)(=O)N1CC2(C1)CC(C2)N2CCC(CC2)C)F 2-((4-(Difluoromethoxy)phenyl)sulfonyl)-6-(4-methylpiperidin-1-yl)-2-azaspiro[3.3]heptane